3-(3-acrylamido-4-methylphenyl)-N-(4-fluorophenethyl)-2-(4-(4-methylpiperazin-1-yl)phenyl)-1H-pyrrolo[2,3-b]pyridine-5-carboxamide C(C=C)(=O)NC=1C=C(C=CC1C)C1=C(NC2=NC=C(C=C21)C(=O)NCCC2=CC=C(C=C2)F)C2=CC=C(C=C2)N2CCN(CC2)C